ClC1=C(C=CC=C1)S(=O)(=O)NC=1C=CC=C2C=CC(=NC12)CN(C)C 2-Chloro-N-(2-((dimethylamino)methyl)quinolin-8-yl)benzenesulfonamide